FC([C@@H]1CC[C@H](CC1)C=O)(F)F Trans-4-(trifluoromethyl)cyclohexane-1-carbaldehyde